[N+](=O)([O-])[O-].N[Pd+] aminopalladium nitrate